C(C)(C)/C(/C(=O)OCC(C)C)=C(/C(=O)OCC(C)C)\C(C)C diisobutyl 2,3-diisopropylmaleate